7-(cyclopentylmethyl)-6-(4-(4-(dimethoxymethyl)piperidin-1-yl)phenyl)-1-fluoro-3-(tetrahydro-2H-pyran-2-yl)-3,8,9,10-tetrahydrocyclohepta[e]indazole C1(CCCC1)CC1=C(C2=C(C=3C(=NN(C3C=C2)C2OCCCC2)F)CCC1)C1=CC=C(C=C1)N1CCC(CC1)C(OC)OC